CC1([C@H]2CNC[C@@H]12)C (1R,2S,5S)-6,6-dimethyl-3-azabicyclo[3.1.0]hexan